C(CCCCCCCCCCCCCCCCC)N1C(=C(C(C=C1)=O)OC1OCCCC1)CC N-octadecyl-2-ethyl-3-tetrahydropyranyloxypyridin-4-one